C(#N)C1=C(C=C(C=C1)N1C(N(C(C1=O)(C)C)C1=CC(=C(OCCN2C[C@H](N(CC2)CC(=O)N)C)C=C1)CCF)=S)C(F)(F)F 2-((R)-4-(2-(4-(3-(4-cyano-3-(trifluoromethyl)phenyl)-5,5-dimethyl-4-oxo-2-thioxoimidazolidin-1-yl)-2-(2-fluoroethyl)phenoxy)ethyl)-2-methylpiperazin-1-yl)acetamide